1'-(2-ethyl-2-hydroxybutyl)-[4,4'-bipiperidine]-1-carboxylic acid tert-butyl ester C(C)(C)(C)OC(=O)N1CCC(CC1)C1CCN(CC1)CC(CC)(O)CC